N-(2-Methoxy-5-(4-(trifluoromethyl)benzyl)phenyl)-1-methyl-5-oxopyrrolidine-2-carboxamide COC1=C(C=C(C=C1)CC1=CC=C(C=C1)C(F)(F)F)NC(=O)C1N(C(CC1)=O)C